(3-chloro-4-methoxyphenyl)-4-{6-methyl-2-oxo-1H,2H,3H-imidazo[4,5-b]pyridin-3-yl}piperidine-1-carboxamide ClC=1C=C(C=CC1OC)C1N(CCC(C1)N1C(NC=2C1=NC=C(C2)C)=O)C(=O)N